FC(C(=O)O)(F)F.C1(=CC=CC=C1)C1=CN=C(N1)C1=NC=CC(=C1)C=1C=NN(C1)CC(=O)N1CCCC1 2-(4-(2-(5-Phenyl-1H-imidazol-2-yl)pyridin-4-yl)-1H-pyrazol-1-yl)-1-(pyrrolidin-1-yl)ethanone trifluoroacetate salt